2-(5-(1-((1R,3s,5S)-8-azabicyclo[3.2.1]octan-3-yl)vinyl)pyrazin-2-yl)-4-fluoro-5-(1H-imidazol-1-yl)phenol [C@H]12CC(C[C@H](CC1)N2)C(=C)C=2N=CC(=NC2)C2=C(C=C(C(=C2)F)N2C=NC=C2)O